[Si](C)(C)(C(C)(C)C)OC1=C(C(=C(C(=C1[2H])[2H])/C=C/C(C)=O)[2H])[2H] (E)-4-(4-((tert-butyldimethylsilyl)oxy)phenyl-2,3,5,6-d4)but-3-en-2-one